sodium caprylate (octanoate) C(CCCCCCC)(=O)[O-].C(CCCCCCC)(=O)O.[Na+]